FC=1C=CC(=NC1)C(CC)N(C=1NC(C2=C(N1)N(N=C2C#N)C(C)C=2C=NC(=CC2)C(F)(F)F)=O)C 6-[1-(5-fluoro-2-pyridyl)-propyl-methyl-amino]-4-oxo-1-[1-[6-(trifluoromethyl)-3-pyridyl]ethyl]-5H-pyrazolo[3,4-d]pyrimidine-3-carbonitrile